N-(4-(4-(hydroxymethyl)-2-isothiocyanato-5-methylthiophene-3-carbonyl)phenyl)acetamide OCC=1C(=C(SC1C)N=C=S)C(=O)C1=CC=C(C=C1)NC(C)=O